NC=1C=2N(C=C(C1)C1CC1)C=C(N2)CN2N=NC(=C2)C(=O)OC methyl 1-((8-amino-6-cyclopropylimidazo[1,2-a]pyridine-2-yl)methyl)-1H-1,2,3-triazole-4-carboxylate